ClC=1C=C(C=NC1)[C@@H]1CN(C2(CC2)[C@H]1C#N)C(=O)[C@@H]1CC[C@H]2N1C([C@H](CCC2)NC(OC(C)(C)C)=O)=O Tert-Butyl ((3S,6S,9aS)-3-((6R,7S)-6-(5-chloropyridin-3-yl)-7-cyano-4-azaspiro[2.4]heptane-4-carbonyl)-5-oxooctahydro-1H-pyrrolo[1,2-a]azepin-6-yl)carbamate